butyl 7-(2,5-difluoro-3-(4,4,5,5-tetramethyl-1,3,2-dioxaborolan-2-yl)phenyl)-2-azaspiro[3.5]nonane-2-carboxylate FC1=C(C=C(C=C1B1OC(C(O1)(C)C)(C)C)F)C1CCC2(CN(C2)C(=O)OCCCC)CC1